COC=1C=C2C(=CC=NC2=CC1OC)OC1=C(C=C(C=N1)NC(C(=O)OCC)=O)Cl ethyl [(6-{[6,7-bis(methyloxy)quinolin-4-yl]oxy}-5-chloropyridin-3-yl)amino](oxo)acetate